N1C=CC2=CC=C(C=C12)CNC1=CN=C2C(=N1)N=C(C=C2)N[C@@H]2CC[C@H](CC2)O trans-4-({3-[(1H-indol-6-ylmethyl)amino]pyrido[2,3-b]pyrazin-6-yl}amino)cyclohexan-1-ol